BrC=1C(=CC(=C(C1)NS(=O)(=O)C1=CNC2=CC(=CC=C12)Cl)F)Cl N-(5-bromo-4-chloro-2-fluorophenyl)-6-chloro-1H-indole-3-sulfonamide